FC1=CC=C(C=C1)C[C@H](C)NC1=CC(N(C(N1)=O)C(C)C)=O (S)-6-((1-(4-fluorophenyl)propan-2-yl)amino)-3-isopropylpyrimidine-2,4(1h,3h)-dione